O=C1NC(CCC1NC=1C=C(C=CC1)N1CCN(CC1)C(=O)OC(C)(C)C)=O tert-Butyl 4-(3-((2,6-dioxopiperidin-3-yl)amino)phenyl)piperazine-1-carboxylate